2-isobutyl-4-hydroxy-4-methyltetrahydropyrane C(C(C)C)C1OCCC(C1)(C)O